trans-4-(5-(benzyloxy)-2-methylbenzofuran-3-carboxamido)-2-methylpiperidine-1-carboxylic acid tert-butyl ester C(C)(C)(C)OC(=O)N1[C@H](C[C@@H](CC1)NC(=O)C1=C(OC2=C1C=C(C=C2)OCC2=CC=CC=C2)C)C